iron-sodium thiosulfate S(=S)(=O)([O-])[O-].[Na+].[Fe+2]